tert-butyl 8-amino-2-azaspiro[4.5]decane-2-carboxylate NC1CCC2(CCN(C2)C(=O)OC(C)(C)C)CC1